(-)-L-tartaric acid C([C@H](O)[C@@H](O)C(=O)O)(=O)O